C(C1=CC=CC=C1)N1C(NC(C=C1C(F)(F)F)=O)=O 1-benzyl-6-(trifluoromethyl)-3H-pyrimidine-2,4-dione